C(C(=C)C)(=O)OCCOCC=C 2-(allyloxy)ethyl methacrylate